3-[7-fluoro-2-methyl-6-(4-piperidyl)indazol-3-yl]piperidine-2,6-dione FC1=C(C=CC2=C(N(N=C12)C)C1C(NC(CC1)=O)=O)C1CCNCC1